rac-(1S,2S)-2-(5-chloropyridin-3-yl)cyclopropane-1-carboxylic acid ethyl ester C(C)OC(=O)[C@@H]1[C@H](C1)C=1C=NC=C(C1)Cl |r|